NC/C(/COC1=CC=C(C=C1)S(=O)(=O)CC12CCC(CC1)(C2)NC(C(C)(C)C)=O)=C\F (E)-N-(4-(((4-((2-(aminomethyl)-3-fluoroallyl)oxy)phenyl)sulfonyl)methyl)bicyclo[2.2.1]heptan-1-yl)pivalamide